N1=CC=C(C=C1)COC=1C=C(C=CC1)C1=NNC=C1OC1=CC=C(C#N)C=C1 4-[[3-[3-(Pyridin-4-ylmethoxy)phenyl]-1H-pyrazol-4-yl]oxy]benzonitrile